6-nitrobiphenyl-3-amine [N+](=O)([O-])C1=CC=C(C=C1C1=CC=CC=C1)N